O1N=C(C=C1)NC(C[N+]1(CCCCCC1)CC(=O)NC=1C(=NOC1C(=O)OC)C)=O 1-(2-(isoxazol-3-ylamino)-2-oxoethyl)-1-(2-((5-(methoxycarbonyl)-3-methylisoxazol-4-yl)amino)-2-oxoethyl)azepan-1-ium